1-acetyl-2-(3-methoxy-4-(2-oxo-2-(pyrrolidin-1-yl)ethoxy)-benzylidene)-indolin-3-one C(C)(=O)N1C(C(C2=CC=CC=C12)=O)=CC1=CC(=C(C=C1)OCC(N1CCCC1)=O)OC